O-(2-hydroxy-2-methylpropyl)-N-(pent-4-enoyl)-L-serine OC(COC[C@H](NC(CCC=C)=O)C(=O)O)(C)C